tert-butyl N-[[(3R)-pyrrolidin-3-yl]methyl]carbamate N1C[C@@H](CC1)CNC(OC(C)(C)C)=O